4-bromo-N-(2,2-dimethoxyethyl)-5-(2-methyl-4-nitrophenyl)thiophene-3-carboxamide BrC=1C(=CSC1C1=C(C=C(C=C1)[N+](=O)[O-])C)C(=O)NCC(OC)OC